5-((butyl-(methyl)amino)methyl)pyridine (Z)-methyl-16-(2-(dimethylamino)-3-((7-methoxy-7-oxoheptyl)oxy)propoxy)hexadec-7-enoate COC(CCCCC\C=C/CCCCCCCCOCC(COCCCCCCC(=O)OC)N(C)C)=O.C(CCC)N(C)CC=1C=CC=NC1